C(C)(CC)OCCC(=O)N(C)C 3-sec-butoxy-N,N-dimethylpropioamide